COC(C1=C(C=C(C(=C1)F)C1=CC=CC=2CN(COC21)C(C2=C(C=C(C=C2Cl)C=2C=NN(C2)C)Cl)=O)NC2(COC2)C)=O 4-[3-[2,6-Dichloro-4-(1-methylpyrazol-4-yl)benzoyl]-2,4-dihydro-1,3-benzoxazin-8-yl]-5-fluoro-2-[(3-methyloxetan-3-yl)amino]benzoic acid methyl ester